C(C)N(C(O)=O)SC1=CC=C(C=C1)OC Ethyl-[(4-methoxyphenyl)thio]carbamic acid